FC1=C(C#N)C(=CC(=C1)CO)OC(C)C 2-Fluoro-4-(hydroxymethyl)-6-isopropoxybenzonitrile